BrC=1C(=C(C=C(C1F)Cl)[C@@H](C(=O)NC(C)C1=NC=CN=C1Cl)C)OC(C)C (2S)-2-(3-bromo-5-chloro-4-fluoro-2-isopropoxyphenyl)-N-(1-(3-chloropyrazin-2-yl)ethyl)propanamide